(7-Methyl-2,7-diazaspiro[3.5]nonan-2-yl)(3-((3-phenylpyridin-2-yl)ethynyl)-1H-indazol-5-yl)methanone CN1CCC2(CN(C2)C(=O)C=2C=C3C(=NNC3=CC2)C#CC2=NC=CC=C2C2=CC=CC=C2)CC1